O[C@H]1C[C@H](C1)N(C(OC(C)(C)C)=O)C tert-butyl ((cis)-3-hydroxycyclobutyl)(methyl)-carbamate